O=C1OC(C=2C1=CC=1CN(CC1C2)C(=O)OC(C)(C)C)=O tert-butyl 1,3-dioxo-5,7-dihydro-1H-furano[3,4-f]isoindole-6(3H)-carboxylate